CN(C1=CC=C(N=N1)C1=C(C=C(C=C1)C=1C=NNC1)O)C1CC(NC(C1)(C)C)(C)C 2-(6-(methyl(2,2,6,6-tetramethylpiperidin-4-yl)amino)pyridazin-3-yl)-5-(1H-pyrazol-4-yl)phenol